FC1=CC=C(C=C1)C1=CN=C(O1)CSC1=NC(=CC(=N1)N)C 2-({[5-(4-Fluorophenyl)-1,3-oxazol-2-yl]methyl}sulfanyl)-6-methylpyrimidin-4-amin